3-((3-bromopyridin-2-yl)methyl)-2-((2-methoxy-1H-benzo[d]imidazol-5-yl)methyl)isoindolin-1-one Propyl-10-((5-(heptadecan-9-yloxy)-5-oxopentyl)(2-hydroxyethyl)amino)decanoate C(CC)OC(CCCCCCCCCN(CCO)CCCCC(=O)OC(CCCCCCCC)CCCCCCCC)=O.BrC=1C(=NC=CC1)CC1N(C(C2=CC=CC=C12)=O)CC1=CC2=C(NC(=N2)OC)C=C1